C(CC)OC1=CC=C(C=C1)C1=NC=CN2C1=NS(CC2)(=O)=O 9-(4-propoxyphenyl)-3,4-dihydropyrazino[2,1-c][1,2,4]thiadiazine 2,2-dioxide